CC=1C=C2C(=C3C=CC=CC13)C(=O)OC2=O 4-methyl-1,2-naphthalenedicarboxylic anhydride